[5-(5-chloro-3,4-dihydro-1H-isoquinoline-2-carbonyl)-4,6-difluoro-1-oxo-isoindolin-2-yl]piperidine-2,6-dione ClC1=C2CCN(CC2=CC=C1)C(=O)C=1C(=C2CN(C(C2=CC1F)=O)N1C(CCCC1=O)=O)F